O.N1(N=NC2=C1C=CC=C2)O 1H-benzo[d][1,2,3]triazol-1-ol hydrate